(5-chloro-2-((1-cyclopropyl-1H-pyrazol-4-yl)amino)pyrimidin-4-yl)picolinic acid ClC=1C(=NC(=NC1)NC=1C=NN(C1)C1CC1)C=1C(=NC=CC1)C(=O)O